FC1=C(C(=C(C=C1)N(C)C)OC)C=1C=C2C(=CN1)NN=C2C=2C=NN(C2)C (4-fluoro-2-methoxy-3-(3-(1-methyl-1H-pyrazol-4-yl)-1H-pyrazolo[3,4-c]pyridin-5-yl)phenyl)-N-methyl-methylamine